CC1=CC(=CC2=C1N=C(S2)N)C=2C=NC=CC2C methyl-6-(4-methylpyridin-3-yl)benzo[d]thiazol-2-amine